C(C1=CC=CC=C1)OC(C)C=1OC(=C(N1)C(N)=S)C 2-(1-(benzyloxy)ethyl)-5-methyl-oxazole-4-thiocarboxamide